5-[(6,7-Difluoro-4-isopropylsulfanyl-1H-indol-5-yl)oxy]-2-fluoro-benzonitrile FC1=C(C(=C2C=CNC2=C1F)SC(C)C)OC=1C=CC(=C(C#N)C1)F